sodium oleyl sulfate sodium salt [Na+].S(=O)(=O)(OCCCCCCCC\C=C/CCCCCCCC)[O-].[Na+].C(CCCCCCC\C=C/CCCCCCCC)OS(=O)(=O)[O-]